C(C)N1C2=C(NC(C3=C1SC(=N3)C)=O)C=NC(=N2)NC2=C(C=C(C=C2)N2CCC(CC2)N2CCN(CC2)C)OC 4-ethyl-6-((2-methoxy-4-(4-(4-methylpiperazin-1-yl)piperidin-1-yl)phenyl)amino)-2-methyl-4,9-dihydro-10H-pyrimido[5,4-b]thiazolo[5,4-e][1,4]diazepin-10-one